NC1=C(C=CC=C1)C(C)(C)O 2-(2-aminophenyl)propan-2-ol